C(C(=O)O)(=O)[O-].C(C(=O)O)(=O)O.B(O)(O)O.[Li+] Lithium borate dioxalate